C(C)OC1=C(C=C2C(=NC=NC2=C1)NC1=C(C=CC(=C1)C=1OC=CC1)OC)OC1CCN(CC1)C(C=C)=O 1-(4-((7-ethoxy-4-((5-(furan-2-yl)-2-methoxyphenyl)amino)quinazolin-6-yl)oxy)piperidin-1-yl)prop-2-en-1-one